hydroxy-N,N-bis(methyl-d3)benzamide 5-methyl-oxo-2-phenyl-piperidine-1-carboxylate CC1CC(C(N(C1)C(=O)O)C1=CC=CC=C1)=O.OC1=C(C(=O)N(C([2H])([2H])[2H])C([2H])([2H])[2H])C=CC=C1